4-iodo-6-phenylpyrimidine IC1=NC=NC(=C1)C1=CC=CC=C1